N1-(3-fluorophenethyl)-N2-((3S)-5-methyl-4-oxo-7-(piperidin-3-ylethynyl)-2,3,4,5-tetrahydrobenzo[b][1,4]oxazepin-3-yl)oxalamide FC=1C=C(CCNC(C(=O)N[C@@H]2C(N(C3=C(OC2)C=CC(=C3)C#CC3CNCCC3)C)=O)=O)C=CC1